NC1=C(C=C(C=N1)C=1C=C2N(N1)CCC21CN(CC1)C(=O)NC1(CCC1)C1=NC=CC=C1)C#N 2'-(6-amino-5-cyanopyridin-3-yl)-N-[1-(pyridin-2-yl)cyclobutyl]-5',6'-dihydrospiro[pyrrolidine-3,4'-pyrrolo[1,2-b]pyrazole]-1-carboxamide